tert-butyl (4-(3-(1H-imidazole-1-carboxamido)propyl)-1,7-bis(1H-imidazole-1-carboxamido)heptan-4-yl)carbamate N1(C=NC=C1)C(=O)NCCCC(CCCNC(=O)N1C=NC=C1)(CCCNC(=O)N1C=NC=C1)NC(OC(C)(C)C)=O